C1(CC1)CNS(=O)(=O)C1=CC=C(C=C1)NC([C@H](CC1=CC=CC=C1)NC(C1=CC=C(C=C1)F)=O)=O (S)-N-(1-(4-(N-(cyclopropylmethyl)sulfamoyl)phenylamino)-1-oxo-3-phenylpropan-2-yl)-4-fluorobenzamide